C1(=CC=CC=C1)C=1N(C=CC1)C1(CCCCC1)C(=O)C(C(=O)OC)C(=O)OC Dimethyl 2-(1-(2-phenyl-1H-pyrrol-1-yl)cyclohexane-1-carbonyl)malonate